NC1=NC2=CC(=CC=C2C=C1F)CCC1(C(C=CC1N1C=CC2=C1N=CN=C2N)O)O (2-(2-amino-3-fluoroquinolin-7-yl)ethyl)-5-(4-amino-7H-pyrrolo[2,3-d]pyrimidin-7-yl)cyclopent-3-ene-1,2-diol